The molecule is a fatty amide obtained by formal condensation of the carboxy group of hexadec-9-enoic acid with dimethylamine. Skin and eye irritant. It has a role as an epitope. It derives from a tetradecanoic acid and a dimethylamine. CCCCCCCCCCCCCC(=O)N(C)C